ICC1C(CC(O1)=O)(C)C 5-(iodomethyl)-4,4-dimethyldihydrofuran-2(3H)-one